C(C1=CC=CC=C1)N1CCN(CC1)C1=C(C=NC2=CC=CC=C12)NC(C1=CC=C(C=C1)OC)=O N-(4-(4-benzylpiperazin-1-yl)quinolin-3-yl)-4-methoxybenzamide